(3,4-difluorophenyl)-N-[(4-isopropyl-2,5-dioxoimidazolidin-4-yl)methyl]-2H-1,2,3-triazole-4-carboxamide FC=1C=C(C=CC1F)N1N=CC(=N1)C(=O)NCC1(NC(NC1=O)=O)C(C)C